OC1=CC=C(C=C1)C(C)(C)C1=CC(=CC(=C1)C(C)(C)C1=CC=C(C=C1)O)C(C)(C)C1=CC=C(C=C1)O α,α',α''-Tris-(4-hydroxyphenyl)-1,3,5-triisopropyl-benzene